tetra-T-butyl-azaporphyrin C(C)(C)(C)C=1C2=C(C3=C(N=C(N3C(C)(C)C)C=C3C=CC(C=C4C=CC(=CC(C1)=N2)N4)=N3)C(C)(C)C)C(C)(C)C